diphenylacetyl-isothiourea ammonium salt [NH4+].C1(=CC=CC=C1)C(C(=O)NC(S)=N)C1=CC=CC=C1